(S)-3-(1,3-dioxoisoindolin-2-yl)-N-(4-fluorothieno[2,3-c]pyridin-2-yl)-2-(4-(hydroxymethyl)phenyl)propanamide O=C1N(C(C2=CC=CC=C12)=O)C[C@@H](C(=O)NC1=CC=2C(=CN=CC2F)S1)C1=CC=C(C=C1)CO